Ethyl 2-methoxy-benzoate COC1=C(C(=O)OCC)C=CC=C1